BrC1=C(C=C(C=C1)C(=O)N1CC2(C1)CCOCC2)F (4-bromo-3-fluorophenyl)(7-oxa-2-azaspiro[3.5]nonan-2-yl)methanone